(S)-(4-methylmorpholin-3-yl) 4-methylbenzenesulfonate CC1=CC=C(C=C1)S(=O)(=O)O[C@@H]1N(CCOC1)C